N-(4-((2S)-3-bromo-2-methylpropyloxy)phenyl)-N-methylmethanesulfonamide BrC[C@H](COC1=CC=C(C=C1)N(S(=O)(=O)C)C)C